BrC1=CC=CC2=C1OC(CN2C(=O)OC(C)(C)C)C(=O)OCC 4-(tert-Butyl) 2-ethyl 8-bromo-2,3-dihydro-4H-benzo[b][1,4]oxazine-2,4-dicarboxylate